13,13,13-trifluoro-1-tridecene FC(CCCCCCCCCCC=C)(F)F